C(C1=CC=C(NCC2=CN=C3N=C(N)NC(=O)C3=C2)C=C1)(=O)C(C(=O)O)(CCP(=O)(O)O)N alpha-(5-deazapteroyl)-DL-2-amino-4-phosphonobutanoic acid